(4-(benzyloxy)-5-methoxy-2-nitrophenyl)(3-(hydroxymethyl)-3,4-dihydroisoquinolin-2(1H)-yl)methanone C(C1=CC=CC=C1)OC1=CC(=C(C=C1OC)C(=O)N1CC2=CC=CC=C2CC1CO)[N+](=O)[O-]